BrC1=NN=C(S1)CNC(=O)C=1N=NN(C1)C N-((5-bromo-1,3,4-thiadiazol-2-yl)methyl)-1-methyl-1H-1,2,3-triazole-4-carboxamide